4-((S)-4-propenoyl-2-methylpiperazin-1-yl)-6-fluoro-7-(2-fluorophenyl)-1-(2-isopropyl-6-methylphenyl)pyrido[2,3-d]pyrimidin-2(1H)-one C(C=C)(=O)N1C[C@@H](N(CC1)C=1C2=C(N(C(N1)=O)C1=C(C=CC=C1C)C(C)C)N=C(C(=C2)F)C2=C(C=CC=C2)F)C